4-(2-((4-methylpiperazin-1-yl)methyl)-5-(3-(m-tolyl)-1H-pyrazol-1-yl)thieno[3,2-b]pyridin-7-yl)morpholine CN1CCN(CC1)CC1=CC2=NC(=CC(=C2S1)N1CCOCC1)N1N=C(C=C1)C=1C=C(C=CC1)C